N-(4-cyclobutyl-1-methyl-3-phenyl-1H-pyrazol-5-yl)-3,3-dimethylbutanamide C1(CCC1)C=1C(=NN(C1NC(CC(C)(C)C)=O)C)C1=CC=CC=C1